F[C@H]1[C@H](C1)C(=O)NC1=NC=NC(=C1)C=1C(=NN(C1)C)NC=1C=NC(=CC1C)C(CC)O (1R,2R)-2-fluoro-N-{6-[3-({6-[1-hydroxypropyl]-4-methylpyridin-3-yl}amino)-1-methylpyrazol-4-yl]pyrimidin-4-yl}cyclopropane-1-carboxamide